C(C(=C)C)(=O)OC(CCC)CCOC(C(=C)C)=O 4,6-hexanediol dimethacrylate